diethylhexene C(C)C(=CCCCC)CC